OC[C@@H](C)NC1=NC(=CC(=C1)C=1C=C(C=CC1C)NC(=O)N1C[C@@H](CC1)CC(F)(F)F)C1COCC1 (3S)-N-[3-(2-[[(2R)-1-hydroxypropan-2-yl]amino]-6-(oxolane-3-yl)pyridin-4-yl)-4-methylphenyl]-3-(2,2,2-trifluoroethyl)pyrrolidine-1-carboxamide